CN1N=C(C=C1)CN1N=C2N([C@H](CCC2)C(=O)O)C1=O |r| (5RS)-2-[(1-Methyl-1H-pyrazol-3-yl)methyl]-3-oxo-2,3,5,6,7,8-hexahydro[1,2,4]triazolo[4,3-a]pyridine-5-carboxylic acid